3-(2-(2-hydroxyethoxy)propan-2-yl)pyrrolidine-1-carboxylic acid tert-butyl ester C(C)(C)(C)OC(=O)N1CC(CC1)C(C)(C)OCCO